NC1=NC(=NC(=C1C=O)C12CC(C1)(C2)C(F)(F)F)C=2CCOC(C2)C2=CN(C(S2)=O)C 4-amino-2-[6-(3-methyl-2-oxo-thiazol-5-yl)-3,6-dihydro-2H-pyran-4-yl]-6-[3-(trifluoromethyl)-1-bicyclo[1.1.1]pentanyl]pyrimidine-5-carbaldehyde